Cl.N1C[C@H](CC1)CC(=O)O (R)-3-pyrrolidineacetic acid hydrochloride